4-pyrrolidin-1-ylbutylcarbamic acid N1(CCCC1)CCCCNC(O)=O